C(C=C)(=O)OCCC[Si](C)(C)C 3-acryloxypropyl-trimethylsilane